2-Ethoxybenzaldehyd C(C)OC1=C(C=O)C=CC=C1